1,4-dioxaspiro[4.5]decane-8-carboxylate O1CCOC12CCC(CC2)C(=O)[O-]